O(S(=O)(=O)C(F)(F)F)N1CC2=CC=CC=C2C=C1 isoquinolin-2-yl triflate